ClC1=C(C(=O)N(C)C)C=CC(=C1)C1CCNCC1 2-chloro-N,N-dimethyl-4-(piperidin-4-yl)benzamide